N-(1-(2,6-dioxopiperidin-3-yl)-3-methyl-2-oxo-2,3-dihydro-1H-benzo[d]imidazol-4-yl)-3-fluoro-4-(piperidin-1-ylmethyl)benzamide O=C1NC(CCC1N1C(N(C2=C1C=CC=C2NC(C2=CC(=C(C=C2)CN2CCCCC2)F)=O)C)=O)=O